butyl 3-[1-[4-(2,6-dibenzyloxy-3-pyridyl)phenyl]-4-piperidyl]-piperidine-1-carboxylate C(C1=CC=CC=C1)OC1=NC(=CC=C1C1=CC=C(C=C1)N1CCC(CC1)C1CN(CCC1)C(=O)OCCCC)OCC1=CC=CC=C1